ClC1=CC=C(C=C1)C1=C(C=CC=C1)CN1C2CN(CC1CC2)C=2C=C1C(N(C(C1=CC2F)=O)C2C(NC(CC2)=O)=O)=O 5-(8-((4'-chloro-[1,1'-biphenyl]-2-yl)methyl)-3,8-diazabicyclo[3.2.1]octan-3-yl)-2-(2,6-dioxopiperidin-3-yl)-6-fluoroisoindoline-1,3-dione